NC=1N=NC(=CC1N1CC(C1)N1CCC2(CC1)COC1=C3C(N(C(C3=CC=C12)=O)C1C(NC(CC1)=O)=O)=O)C1=C(C=CC=C1)O 1'-(1-(3-amino-6-(2-hydroxyphenyl)pyridazin-4-yl)azetidin-3-yl)-7-(2,6-dioxopiperidin-3-yl)-7H-2H,6H-spiro[furano[2,3-e]isoindole-3,4'-piperidine]-6,8-dione